FC(C(C(C(C(C(C(C(F)(F)F)(F)F)(F)F)(F)F)(F)F)(F)F)(F)F)(S(=O)(=O)[O-])F.[Li+] LITHIUM PERFLUOROOCTANESULFONATE